COCC(=O)N1[C@@H](CN(CC1)C1=CC(=NC=C1)NC=1SC2=NC(=CC=C2N1)C=1C=NNC1C)C (R)-2-methoxy-1-(2-methyl-4-(2-((5-(5-methyl-1H-pyrazol-4-yl)thiazolo[5,4-b]-pyridin-2-yl)amino)-pyridin-4-yl)piperazin-1-yl)ethanone